(E)-3-(3-chlorophenyl)-N-(2-(((1-(methylsulfonyl)piperidin-4-yl)methyl)amino)-2-oxoethyl)acrylamide ClC=1C=C(C=CC1)/C=C/C(=O)NCC(=O)NCC1CCN(CC1)S(=O)(=O)C